methyl-N-(2-amino-3-nitrophenyl)-4-methylbenzenesulfonamide 5-((tert-butoxycarbonyl)amino)-2-(p-tolylthio)-4-((triethylsilyl)oxy)-tetrahydro-2H-pyran-2-carboxylate C(C)(C)(C)OC(=O)NC1C(CC(OC1)(C(=O)O)SC1=CC=C(C=C1)C)O[Si](CC)(CC)CC.CC1=C(C=CC(=C1)C)S(=O)(=O)NC1=C(C(=CC=C1)[N+](=O)[O-])N